Tert-butyl 6-[(E)-2-[(tert-butoxycarbonylamino) methyl]-3-fluoro-allyloxy]-2-methyl-3,4-dihydro-2H-quinoline-1-carboxylate C(C)(C)(C)OC(=O)NC/C(/COC=1C=C2CCC(N(C2=CC1)C(=O)OC(C)(C)C)C)=C\F